methyltri(2-hydroxyethyl)ammonium hydroxide [OH-].C[N+](CCO)(CCO)CCO